2-[(3R,5R)-3,5-Dimethyl-1-piperidyl]-6-(6-isopropoxy-3-pyridyl)-N-(1H-pyrazol-5-ylsulfonyl)pyridin-3-carboxamid C[C@H]1CN(C[C@@H](C1)C)C1=NC(=CC=C1C(=O)NS(=O)(=O)C1=CC=NN1)C=1C=NC(=CC1)OC(C)C